(tert-butoxycarbonyl)amino(cyclohexyl)acetic acid C(C)(C)(C)OC(=O)C(C(=O)O)(C1CCCCC1)N